Methyl 5-(5-fluoro-2-methylpyridin-4-yl)-1-(tetrahydro-2H-pyran-2-yl)-1H-pyrazole-3-carboxylate FC=1C(=CC(=NC1)C)C1=CC(=NN1C1OCCCC1)C(=O)OC